pentafluorobenzimidazole bromide salt [Br-].FC1=C(C(=C(C2=C1N=C(N2)F)F)F)F